2-(4-(4-acryloylpiperazin-1-yl)-6-chloroquinazolin-7-yl)-3-hydroxybenzonitrile C(C=C)(=O)N1CCN(CC1)C1=NC=NC2=CC(=C(C=C12)Cl)C1=C(C#N)C=CC=C1O